[Th].[Ir] iridium-thorium